3-[2-oxo-3-(4-piperidyl)benzimidazol-1-yl]piperidine-2,6-dione O=C1N(C2=C(N1C1C(NC(CC1)=O)=O)C=CC=C2)C2CCNCC2